3-[(1-benzofuran-6-ylmethyl)amino]pyridine O1C=CC2=C1C=C(C=C2)CNC=2C=NC=CC2